6-(2-Hydroxy-2-methylpropyloxy)-4-(1'-((5-methoxypyridin-2-yl)methyl)-1',2',3',6'-tetrahydro-[2,4'-bipyridin]-5-yl)pyrazolo[1,5-a]pyridine-3-carbonitrile OC(COC=1C=C(C=2N(C1)N=CC2C#N)C=2C=CC(=NC2)C=2CCN(CC2)CC2=NC=C(C=C2)OC)(C)C